C1(CC1)C=1N=NN(C1)[C@H](C(=O)N1[C@@H](C[C@H](C1)O)C(=O)NC1CC(C1)OC(C)C)C(C)(C)C (2S,4r)-1-[(2S)-2-(4-cyclopropyl-triazol-1-yl)-3,3-dimethyl-butyryl]-4-hydroxy-N-(3-isopropoxycyclobutyl)pyrrolidine-2-carboxamide